FCCN(C1=CC=C(N=N1)C1=C(C=C(C=C1)C=1OC(=CN1)C)O)C1CC(NC(C1)(C)C)(C)C 2-(6-((2-fluoroethyl)-(2,2,6,6-tetramethyl-piperidin-4-yl)amino)-pyridazin-3-yl)-5-(5-methyloxazol-2-yl)-phenol